BrC=1C=C(C=CC1C(F)(F)F)C=1C=C2CCN(C(C2=CC1)=O)C=1C=CC(=C(C1)NS(=O)(=O)C)OCOCCOC N-(5-(6-(3-bromo-4-(trifluoromethyl)phenyl)-1-oxo-3,4-dihydroisoquinolin-2(1H)-yl)-2-((2-methoxyethoxy)methoxy)phenyl)methanesulfonamide